CO[C@H]1[C@@H](O[C@H]([C@@H]([C@H]1OCCC)OC)C)OC(NC1=CC=C(C=C1)C1=NN(C=N1)C1=CC=C(C=C1)OC(C(F)(F)F)(F)F)=O N-[4-[1-[4-(1,1,2,2,2-pentafluoroethoxy)phenyl]-1,2,4-triazol-3-yl]phenyl]carbamic acid [(2S,3R,4R,5S,6S)-3,5-dimethoxy-6-methyl-4-propoxytetrahydropyran-2-yl] ester